2-((Triisopropylsilyl)oxy)ethyl methacrylate C(C(=C)C)(=O)OCCO[Si](C(C)C)(C(C)C)C(C)C